OC(C)(C)C1=CC=C(C=N1)NC(=O)C1=NC=CC(=N1)C1=CN=CN1C N-(6-(2-hydroxy-prop-2-yl)pyridin-3-yl)-4-(1-methyl-1H-imidazol-5-yl)pyrimidine-2-carboxamide